1-methyl-2-oxo-7-((6-(4-(prop-2-yn-1-yl)piperazin-1-yl)pyridin-3-yl)amino)-1,4-dihydropyrimido[4,5-d]pyrimidin CN1C(NCC=2C1=NC(=NC2)NC=2C=NC(=CC2)N2CCN(CC2)CC#C)=O